ClC1=CC(=C(C=O)C=C1)OC1=CC=C(C=C1)C1=NN=C(N1C)CN(C)C 4-chloro-2-(4-(5-((dimethylamino)methyl)-4-methyl-4H-1,2,4-triazol-3-yl)phenoxy)benzaldehyde